N(N)C1=NC2=C(C=CC=C2C(=N1)N(C1=CC=CC=C1)C)OC 2-hydrazinyl-8-methoxy-N-methyl-N-Phenylquinazolin-4-amine